chromone ethyl-4-methyl-2-(4-oxo-4H-chromen-6-yl)thiazole-5-carboxylate C(C)OC(=O)C1=C(N=C(S1)C=1C=C2C(C=COC2=CC1)=O)C.O1C=CC(C2=CC=CC=C12)=O